N,N-dihydroxyethyl-2-aminopropionic acid ON(C(C(=O)O)(C)CC)O